(S)-4-(2-((3-aminopyrrolidin-1-yl)methyl)-5-(2,4,5-trimethylphenyl)-1-isopropyl-1H-pyrrolo[2,3-c]pyridin-4-yl)-2-fluorobenzonitrile N[C@@H]1CN(CC1)CC1=CC=2C(=CN=C(C2C2=CC(=C(C#N)C=C2)F)C2=C(C=C(C(=C2)C)C)C)N1C(C)C